(3R)-3-cyclopentyl-3-(4-(7-(2-(4-((2-oxocyclopentyl)methyl)phenyl)propanoyl)-7H-pyrrolo[2,3-d]pyrimidin-4-yl)-1H-pyrazol-1-yl)propanenitrile C1(CCCC1)[C@@H](CC#N)N1N=CC(=C1)C=1C2=C(N=CN1)N(C=C2)C(C(C)C2=CC=C(C=C2)CC2C(CCC2)=O)=O